(4aR,13bS)-10,11-dichloro-4-(4-(trifluoromethyl)benzyl)-1,2,3,4,4a,5,6,13b-octahydro-8H-[1,6]naphthyridino[5,6-b]quinazolin-8-one ClC=1C=C2C(N3C(=NC2=CC1Cl)[C@H]1CCCN([C@@H]1CC3)CC3=CC=C(C=C3)C(F)(F)F)=O